CSC(C(=O)N1C(CCCC1)C=1NC(=CN1)C1=C(C=C(C(=C1)F)F)F)C 2-(methylthio)-1-(2-(5-(2,4,5-trifluorophenyl)-1H-imidazol-2-yl)piperidin-1-yl)propan-1-one